C(C=C)(=O)N1C[C@@H](C[C@@H]1C)N1C(=C(C2=C1N=CN=C2N)C(=O)N[C@H](C)C2=CC(=CC=C2)Cl)C#CC 7-((3R,5S)-1-propenoyl-5-methylpyrrolidin-3-yl)-4-amino-N-((R)-1-(3-chlorophenyl)ethyl)-6-(prop-1-yn-1-yl)-7H-pyrrolo[2,3-d]pyrimidine-5-carboxamide